3-allyl-N,N-dimethylaniline C(C=C)C=1C=C(N(C)C)C=CC1